CC=1C=CC=C2C(=C(NC12)C(=O)O)C=1CCNCC1 7-methyl-3-(1,2,3,6-tetrahydropyridin-4-yl)-1H-indole-2-carboxylic acid